7,7-Difluorospiro[2.5]octane-5-carboxylic acid FC1(CC(CC2(CC2)C1)C(=O)O)F